tetrabromophthalic acid anhydride BrC=1C(=C(C(=C2C1C(=O)OC2=O)Br)Br)Br